tert-butyl (R)-(6-(7-(3,4-dichlorobenzoyl)-6-methyl-4-oxo-2-thioxo-1,4,5,6,7,8-hexahydropyrido[3,4-d]pyrimidin-3(2H)-yl)benzo[d]isoxazol-3-yl)-(methyl)carbamate ClC=1C=C(C(=O)N2CC=3NC(N(C(C3C[C@H]2C)=O)C2=CC3=C(C(=NO3)N(C(OC(C)(C)C)=O)C)C=C2)=S)C=CC1Cl